BrC1=CC2=C(N(C(=N2)N(C)C)COCC[Si](C)(C)C)C(=C1)C(=O)OC methyl 5-bromo-2-(dimethylamino)-1-((2-(trimethylsilyl)ethoxy)methyl)-1H-benzo[d]imidazole-7-carboxylate